4-(1-(cyclopentyl(pyridin-2-yl)methyl)-5-(3,5-dimethylisoxazol-4-yl)-1H-pyrrolo[2,3-b]pyridin-3-yl)-2-methylbenzoic acid C1(CCCC1)C(N1C=C(C=2C1=NC=C(C2)C=2C(=NOC2C)C)C2=CC(=C(C(=O)O)C=C2)C)C2=NC=CC=C2